NCCNCCC[SiH2]C(OC)OC N-(2-aminoethyl)-3-aminopropyl-dimethoxymethyl-silane